1-(2,2-difluoroethyl)-N-[(1s,4s)-4-{[2-(trifluoromethyl)imidazo[1,2-a]pyridin-5-yl]amino}cyclohexyl]-1H-pyrazole-4-carboxamide FC(CN1N=CC(=C1)C(=O)NC1CCC(CC1)NC1=CC=CC=2N1C=C(N2)C(F)(F)F)F